2,5-dichlorophenylthiophenol ClC1=C(C=C(C=C1)Cl)C1=C(C=CC=C1)S